s-butanal C(C)(CC)=O